N1C[C@@H](CCC1)N1C(CCC1)=O (R)-1-(piperidin-3-yl)pyrrolidin-2-one